CC1=NOC2=C1C=CC(=C2)N 3-methylbenzo[d]isoxazol-6-amine